1,5-Bis(2-methoxyphenyl)penta-1,4-dien-3-one COC1=C(C=CC=C1)C=CC(C=CC1=C(C=CC=C1)OC)=O